CC=1C=C(C=NC1)CNC1=CC=C2C(=N1)CN(C2=O)CCNC(CC)=O N-(2-(2-(((5-methylpyridin-3-yl)methyl)amino)-5-oxo-5,7-dihydro-6H-pyrrolo[3,4-b]pyridin-6-yl)ethyl)propionamide